C(CC)C1CCC(CC1)C1CCC(CC1)O 4-(4-propylcyclohexyl)cyclohexanol